FC=1C=CC2=C(NC(=NS2(=O)=O)NCC2=C(C=CC3=CC=CC=C23)OC)C1C(C)C1=C(C=CC=C1)F 6-fluoro-5-(1-(2-fluorophenyl)ethyl)-3-(((2-methoxynaphthalen-1-yl)methyl)amino)-4H-benzo[e][1,2,4]thiadiazine 1,1-dioxide